N-[1-hydroxy-2-(1-methyl-1H-pyrazol-3-yl)propan-2-yl]-2-methyl-5-[(pyridin-2-yl)methoxy]pyrazolo[1,5-a]pyridine-3-carboxamide OCC(C)(C1=NN(C=C1)C)NC(=O)C=1C(=NN2C1C=C(C=C2)OCC2=NC=CC=C2)C